tert-Butyl (3,6,9,12-tetraoxapentadec-14-yn-1-yl)carbamate C(COCCOCCOCCOCC#C)NC(OC(C)(C)C)=O